1,3,5-tris(1-phenyl-1H-benz[d]imidazol-2-yl)benzene C1(=CC=CC=C1)N1C(=NC2=C1C=CC=C2)C2=CC(=CC(=C2)C2=NC1=C(N2C2=CC=CC=C2)C=CC=C1)C1=NC2=C(N1C1=CC=CC=C1)C=CC=C2